C1(=CC=C(C=C1)N1NC(=CC(=N1)Cl)C1=CC=CC=C1)C1=CC=CC=C1 2-([1,1'-biphenyl]-4-yl)-4-chloro-6-phenyl-triazine